C(CCCCCCC\C=C/CCCCCCCC)(=O)O.OCC(O)CO.OCC(O)CO.OCC(O)CO tri-glycerol oleate